C(C1=CC=CC=C1)OC=1C=C(C=CC1[C@H](C)OC)P(C)(C)=O (S)-(3-(benzyloxy)-4-(1-methoxyethyl)phenyl)dimethylphosphine oxide